2-(piperidin-2-yl)ethan-1-ol N1C(CCCC1)CCO